C1=C(C=CC=2C3=CC=CC=C3CC12)NC(C1=C(C=CC(=C1)[N+](=O)[O-])SC1=NN=NN1C)=O N-(9H-fluoren-2-yl)-2-(1-methyl-1H-tetrazol-5-ylsulfanyl)-5-nitro-benzamide